O1COC=2COC=C(C21)N [1,3]dioxolo[4,5-c]pyran-7-amine